NC1=NNC2=C(C=C(C=C12)C1=CC(=NC=C1)N)C=1C=C(C=CC1)CO (3-(3-amino-5-(2-aminopyridin-4-yl)-1H-indazol-7-yl)phenyl)methanol